3-((4S)-4-(2-(5-((6,7-difluoro-4-(methylsulfinyl)-1H-indol-5-yl)oxy)-2-fluorophenyl)-1H-imidazol-4-yl)-4-methylchroman-8-yl)-2,2-dimethylpropanoic acid FC1=C(C(=C2C=CNC2=C1F)S(=O)C)OC=1C=CC(=C(C1)C=1NC=C(N1)[C@]1(CCOC2=C(C=CC=C12)CC(C(=O)O)(C)C)C)F